C(C)(C)C1=C(C=C(C=C1)C=1N=CC=2[C@H]3C([C@@H](CC2C1)C3)(C)C)OC (6R,8R)-3-(4-isopropyl-3-methoxyphenyl)-7,7-dimethyl-5,6,7,8-tetrahydro-6,8-methyleneisoquinoline